1-benzyl-N-(2,9-dimethyl-8-oxo-6,7,8,9-tetrahydro-5H-imidazo[1,2-a][1,3]diazepin-7-yl)-1H-1,2,4-triazole-3-carboxamide C(C1=CC=CC=C1)N1N=C(N=C1)C(=O)NC1C(N(C=2N(CC1)C=C(N2)C)C)=O